dithienofluorene S1C=CC2=C1C=1C=3C=CC=CC3CC1C1=C2SC=C1